(E)-2-isopropyl-5-styrylbenzene C(C)(C)C1=CC=C(C=C1)\C=C\C1=CC=CC=C1